2,2-dicyclohexylacetaldehyde C1(CCCCC1)C(C=O)C1CCCCC1